C(C)(C)(C)C1=C(C(C(=O)[O-])=CC(=C1)C(C)(C)C)O.[Co+2].C(C)(C)(C)C1=C(C(C(=O)[O-])=CC(=C1)C(C)(C)C)O cobalt 3,5-di-tert-butylsalicylate